6-{5-Chloro-2-[(oxan-4-yl)amino]pyrimidin-4-yl}-2-[2-oxo-2-(2,3,4,5-tetrahydro-1H-3-benzazepin-3-yl)ethyl]-2,3-dihydro-1H-isoindol-1-on ClC=1C(=NC(=NC1)NC1CCOCC1)C1=CC=C2CN(C(C2=C1)=O)CC(N1CCC2=C(CC1)C=CC=C2)=O